C1(CCCCC1)C(C(=O)OC)C=CC1=CC(=CC=C1)OC methyl 2-cyclohexyl-4-(3-methoxyphenyl)but-3-enoate